trifluoro-6-(perfluorophenyl)-2H-benzo[b][1,4]oxazin-3(4H)-one FC1=C(C(=C(C2=C1OCC(N2)=O)F)C2=C(C(=C(C(=C2F)F)F)F)F)F